O.S.[Na] Sodium Hydrogensulfide Hydrate